(R)-4-isopropyl-oxazolidine-2-one C(C)(C)[C@H]1NC(OC1)=O